1-phenyl-eicosane-1,3-dione C1(=CC=CC=C1)C(CC(CCCCCCCCCCCCCCCCC)=O)=O